BrC=1C=CC(=C(C1)CC(=O)OC)S(NCC1=CC=C(C=C1)OC)(=O)=O methyl 2-(5-bromo-2-{[(4-methoxyphenyl)methyl]sulfamoyl}phenyl)acetate